CCCCCCCCCCCC(=O)OC[C@H](COP(=O)([O-])OCC[N+](C)(C)C)OC(=O)CCCC/C=C\C/C=C\C/C=C\CCCCC 1-dodecanoyl-2-(6Z,9Z,12Z-octadecatrienoyl)-glycero-3-phosphocholine